1,4-bis-t-ButylperoxyIsopropyl-Benzene C(C)(C)(C)OOC(C)(C)C1=CC=C(C=C1)OOC(C)(C)C